phenethyl-6-azaspiro[4.5]decane-6-carboxamide C(CC1=CC=CC=C1)C1CCCC12N(CCCC2)C(=O)N